C(C)(C)(C)OC(=O)N1CCC(CC1)C1=CC=C(C=C1)NC=1C=2N(C=C(N1)Br)C=CN2.OC(COC2=CC=C(C1=CC=CC=C21)OCC(C)O)C 1,4-bis(2-hydroxypropoxy)naphthalene tert-butyl-4-(4-((6-bromoimidazo[1,2-a]pyrazin-8-yl)amino)phenyl)piperidine-1-carboxylate